C(CCCCCC)C1(C(=O)O1)CC heptyl-2-butyrolactone